6-hydroxybenzomorpholine HBr Br.OC=1C=CC=2OCCNC2C1